(5S,8S)-N-(2-chloro-4,6-difluorobenzyl)-5-fluoro-8-hydroxy-8-(hydroxymethyl)-5,6,7,8-tetrahydroquinoline ClC1=C(CN2CC=CC=3[C@H](CC[C@](C23)(CO)O)F)C(=CC(=C1)F)F